SC=1SC2=C(N1)C=CC=C2 2-mercaptobenzthiazole